mercuric mercaptopropionate SC(C(=O)[O-])C.[Hg+2].SC(C(=O)[O-])C